ClC=1C=C(C=CC1C1C(NC(CC1)=O)=O)N1CCC(CC1)CC=O 2-[1-[3-chloro-4-(2,6-dioxo-3-piperidyl)phenyl]-4-piperidyl]-acetaldehyde